6-methyl-5-{2-methyl-5h,6h,7h,8h-imidazo[1,2-a]pyrazine-7-carbonyl}-N-(1-methylcyclopropyl)furo[2,3-d]pyrimidin-4-amine CC1=C(C2=C(N=CN=C2NC2(CC2)C)O1)C(=O)N1CC=2N(CC1)C=C(N2)C